C(#N)C1=C(OC=2C=C3C(N(C=NC3=CC2)CCC(C)C2CCN(CC2)C(=O)OC(C)(C)C)=O)C(=CC=C1NS(N(C)CC)(=O)=O)F tert-butyl 4-[3-[6-[2-cyano-3-[[ethyl(methyl)sulfamoyl]amino]-6-fluoro-phenoxy]-4-oxo-quinazolin-3-yl]-1-methyl-propyl]piperidine-1-carboxylate